C(C(C)C)O iso-Butyl Alcohol